ClC1=NC=C(C(=C1)C1=C(C=NC(=C1)C)C(=O)O)OC(F)F 2'-chloro-5'-(difluoromethoxy)-6-methyl-(4,4'-bipyridine)-3-carboxylic Acid